C1(=CC=CC=C1)C(N1C=NC(=C1)C(C)C=1C=CC=C2CCC(C12)O)(C1=CC=CC=C1)C1=CC=CC=C1 7-{1-[1-(triphenylmethyl)imidazol-4-yl]ethyl}-2,3-dihydro-1H-inden-1-ol